[Pd](Cl)Cl.C1(=CC=CC=C1)P([C-]1C=CC=C1)C1=CC=CC=C1.[C-]1(C=CC=C1)P(C1=CC=CC=C1)C1=CC=CC=C1.[Fe+2] 1,1'-bis(diphenylphosphino)-ferrocene palladium chloride